S1C(=NC2=C1C=CC=C2)NC2=C(C=C(N=N2)N(C=2SC(=C(N2)C(=O)O)CCCOC2=C(C=C(C=C2)C#CCNC)F)C)C 2-[[6-(1,3-benzothiazol-2-ylamino)-5-methyl-pyridazin-3-yl]-methyl-amino]-5-[3-[2-fluoro-4-[3-(methylamino)prop-1-ynyl]phenoxy]propyl]thiazole-4-carboxylic acid